(R)-N-[(1R)-1-[2,3-bis(difluoromethyl)phenyl]ethyl]-2-methyl-propane-2-sulfinamide FC(C1=C(C=CC=C1C(F)F)[C@@H](C)N[S@](=O)C(C)(C)C)F